N1C(=C(C=C1)C(=O)[O-])C1=NC=CC1=C1N=CC=C1 terazolate